C(=O)C1=C(C=C2C=C(N(C2=C1)S(=O)(=O)C1=CC=C(C)C=C1)CNC(OC(C)(C)C)=O)OC(F)(F)F tert-butyl ((6-formyl-1-tosyl-5-(trifluoromethoxy)-1H-indol-2-yl)methyl)carbamate